3-(8-amino-6-(trifluoromethyl)imidazo[1,2-a]pyrazin-3-yl)-N-((3S,4S)-4-hydroxy-1-methylpyrrolidin-3-yl)-N,4-dimethylbenzenesulfonamide NC=1C=2N(C=C(N1)C(F)(F)F)C(=CN2)C=2C=C(C=CC2C)S(=O)(=O)N(C)[C@H]2CN(C[C@@H]2O)C